[Cl-].C(CCCCCCCCCCCCCCCCC)(=O)OCC[N+](C)(C)CCOC(CCCCCCCCCCCCCCCCC)=O N,N-di(stearoyl-oxy-ethyl)N,N-dimethylammonium chloride